2-chloro-1-(4-(difluoromethyl)-2-fluorophenyl)-ethane-1-one ClCC(=O)C1=C(C=C(C=C1)C(F)F)F